OC1=C(C=CC=C1O)C=1NC2=C(N1)C=CC=C2 2-(2,3-dihydroxyphenyl)benzimidazole